N1(CCNCC1)CC=1C=C(C=CC1)NC1C(NC(CC1)=O)=O 3-((3-(piperazin-1-ylmethyl)phenyl)amino)piperidine-2,6-dione